C(C)(=O)[O-].C(CCC)N1C(=[NH+]C=C1)C 1-butyl-methyl-imidazolium acetate